L-Idopyranuronic acid OC1[C@H](O)[C@@H](O)[C@H](O)[C@@H](O1)C(=O)O